N-n-propyl-carbazole sodium 1-hydroxyethane-1,1-diphosphonate OC(C)(P([O-])(=O)[O-])P([O-])(=O)[O-].[Na+].C(CC)N1C2=CC=CC=C2C=2C=CC=CC12.[Na+].[Na+].[Na+]